(2R,3R,4S,5R)-4-(benzyloxy)-5-((benzyloxy)methyl)-5-(2,2,2-trifluoroethyl)tetrahydrofuran-2,3-diyl diacetate C(C)(=O)O[C@H]1O[C@]([C@H]([C@H]1OC(C)=O)OCC1=CC=CC=C1)(CC(F)(F)F)COCC1=CC=CC=C1